5-[(2-amino-3-fluoropyridin-4-yl)oxy]-N-(2-fluoro-4-methylphenyl)-4-methylpyridin-3-amine NC1=NC=CC(=C1F)OC=1C(=C(C=NC1)NC1=C(C=C(C=C1)C)F)C